tert-butyl (3-(cyano(hydroxy)methyl)tetrahydrofuran-3-yl)carbamate C(#N)C(C1(COCC1)NC(OC(C)(C)C)=O)O